4-amino-3-methyl-N-(spiro[2.4]heptan-1-yl)-N-((5-(trifluoromethyl)pyridin-2-yl)methyl)-1,3-dihydrofuro[3,4-c]quinoline-8-carboxamide NC1=NC=2C=CC(=CC2C2=C1C(OC2)C)C(=O)N(CC2=NC=C(C=C2)C(F)(F)F)C2CC21CCCC1